(S)-7-((5-(2-((dimethyl-amino)methyl)morpholino)pyridin-2-yl)amino)-4-(8-fluoro-7-methylimidazo[1,2-a]pyridin-3-yl)isoindolin-1-one CN(C)C[C@@H]1OCCN(C1)C=1C=CC(=NC1)NC=1C=CC(=C2CNC(C12)=O)C1=CN=C2N1C=CC(=C2F)C